O=C(C[C@@H](CC1=C(C=C(C(=C1)F)F)F)N)N1CC=2N(CC1)C(=NN2)C(F)(F)F (2R)-4-oxo-4-[3-(trifluoromethyl)-5,6-dihydro-[1,2,4]triazolo[4,3-a]pyrazine-7(8H)-yl]-1-(2,4,5-trifluorophenyl)butan-2-amine